N1=CC=CC2=CC=CC(=C12)C(=O)N[C@@H](CCO[C@@H]1C[C@H](C1)CCC1=NC=2NCCCC2C=C1)C(=O)O N-(quinoline-8-carbonyl)-O-(trans-3-(2-(5,6,7,8-tetrahydro-1,8-naphthyridin-2-yl)ethyl)cyclobutyl)homoserine